2-((4-((3-((4-chloro-2-cyanophenoxy)methyl)phenyl)fluoromethyl)piperidin-1-yl)methyl)-1-((1-ethyl-1H-imidazol-5-yl)methyl)-1H-benzo[d]imidazole-6-carboxylic acid ClC1=CC(=C(OCC=2C=C(C=CC2)C(C2CCN(CC2)CC2=NC3=C(N2CC2=CN=CN2CC)C=C(C=C3)C(=O)O)F)C=C1)C#N